(S)-6-(((1-(1-(tert-butyl)piperidin-4-yl)-1H-1,2,3-triazol-4-yl)(2-ethylisoindolin-4-yl)methyl)amino)-8-chloro-4-((3-chloro-4-fluorophenyl)amino)quinoline-3-carbonitrile C(C)(C)(C)N1CCC(CC1)N1N=NC(=C1)[C@H](C1=C2CN(CC2=CC=C1)CC)NC=1C=C2C(=C(C=NC2=C(C1)Cl)C#N)NC1=CC(=C(C=C1)F)Cl